(R)-6-chloro-3-((1-(3,6-dimethyl-4-oxo-2-(4-(1-(2,2,2-trifluoroethyl)-1H-pyrazol-4-yl)piperazin-1-yl)-3,4-dihydroquinazolin-8-yl)ethyl)amino)-N-(methylsulfonyl)picolinamide ClC1=CC=C(C(=N1)C(=O)NS(=O)(=O)C)N[C@H](C)C=1C=C(C=C2C(N(C(=NC12)N1CCN(CC1)C=1C=NN(C1)CC(F)(F)F)C)=O)C